FC1=CC(=C(C(=O)NC2=C(C=C(C(=C2)C=2C=NC(=NC2)N2CCN(CC2)C(C)C)F)N2C[C@H](N([C@H](C2)C)C)C)C=C1)C(F)(F)F 4-fluoro-N-[4-fluoro-5-[2-(4-prop-2-ylpiperazin-1-yl)pyrimidin-5-yl]-2-[(3R,5S)-3,4,5-trimethylpiperazin-1-yl]phenyl]-2-(trifluoromethyl)benzamide